Sodium 2-hydroxy-3-((((2-methyl-2-undecyl-1,3-dioxolan-4-yl)methoxy)carbonyl)amino)propane-1-sulfonic acid OC(CS(=O)(=O)O)CNC(=O)OCC1OC(OC1)(CCCCCCCCCCC)C.[Na]